1-(4'-vinyl-[1,1'-biphenyl]-4-yl)ethane C(=C)C1=CC=C(C=C1)C1=CC=C(C=C1)CC